C1(CC1)C1=CC=C2C(=N1)N=C(O2)N2CCOCC2 5-cyclopropyl-2-morpholinooxazolo[4,5-b]pyridin